C(OCC1=CC=C(C=C1)NC([C@H](CCCNC(=O)N)NC([C@H](C(C)C)NC(CCCCCN1C(C=CC1=O)=O)=O)=O)=O)(OC1=CC=C(C=C1)[N+](=O)[O-])=O [4-[[(2S)-2-[[(2S)-2-[6-(2,5-dioxopyrrol-1-yl)hexanoylamino]-3-methyl-butanoyl]amino]-5-ureido-pentanoyl]amino]phenyl]methyl (4-nitrophenyl) carbonate